2-isopropoxy-5-methyl-4-(1-(tetrahydro-2H-pyran-4-yl)-1,2,3,6-tetrahydropyridin-4-yl)aniline C(C)(C)OC1=C(N)C=C(C(=C1)C=1CCN(CC1)C1CCOCC1)C